C(C)OC(=O)N=C=O Ethyloxycarbonyl isocyanate